(2S)-2-amino-3-[(2S)-3-oxo-4H-1,4-benzoxazin-2-yl]propanamide N[C@H](C(=O)N)C[C@@H]1OC2=C(NC1=O)C=CC=C2